tetramethyldihydroxydiphenyl-methane CC=1C(=C(C(=C(C1)C(C1=CC=CC=C1)(O)O)C)C)C